butane-1,4-dione C(CCC=O)=O